ClC=1C=C(OC2CCC(CC2)NC(=O)C=2N=NC(=CC2)N2CC3CCC(C2)N3CC=3C=C2CN(C(C2=C(C3)F)=O)C3C(NC(CC3)=O)=O)C=CC1C#N N-((1r,4r)-4-(3-chloro-4-cyanophenoxy)cyclohexyl)-6-(8-((2-(2,6-dioxopiperidin-3-yl)-7-fluoro-1-oxoisoindolin-5-yl)methyl)-3,8-diazabicyclo[3.2.1]octan-3-yl)pyridazine-3-carboxamide